N-[(4S)-4-(4-aminoimidazo[4,5-c]quinolin-1-yl)-5-ethoxy-pentyl]propionamide NC1=NC=2C=CC=CC2C2=C1N=CN2[C@@H](CCCNC(CC)=O)COCC